Methyl 4-(4-(4,4,5,5-tetramethyl-1,3,2-dioxaborolan-2-yl) phenyl)-1-((2-(trimethylsilyl) ethoxy) methyl)-1H-pyrazole-5-carboxylate CC1(OB(OC1(C)C)C1=CC=C(C=C1)C=1C=NN(C1C(=O)OC)COCC[Si](C)(C)C)C